N-((5-(hydrazinecarbonyl)pyridin-2-yl)methyl)-N-phenyltetrahydro-2H-thiopyran-4-sulfonamide 1,1-dioxide N(N)C(=O)C=1C=CC(=NC1)CN(S(=O)(=O)C1CCS(CC1)(=O)=O)C1=CC=CC=C1